C1C2C3CCC(C3C1CC2)C=O Octahydro-4,7-methylene-1H-indenecarboxaldehyde